NCC(CO)C1=CC(=C(C=C1)Cl)Cl 3-amino-2-(3,4-dichlorophenyl)propan-1-ol